N-(2-(4,4-difluorocyclohexyl)-4-(1-(tetrahydro-2H-pyran-2-yl)-1H-pyrazol-3-yl)pyridin-3-yl)-5,6-difluoronicotinamide FC1(CCC(CC1)C1=NC=CC(=C1NC(C1=CN=C(C(=C1)F)F)=O)C1=NN(C=C1)C1OCCCC1)F